FC1=C(C(=CC(=C1)NC1=NC=C(C(=N1)O)C)O)N1CC(NS1(=O)=O)=O 5-[2-Fluoro-6-hydroxy-4-[(4-hydroxy-5-methyl-pyrimidin-2-yl)amino]phenyl]-1,1-dioxo-1,2,5-thiadiazolidin-3-one